3-(6-(2,5-diazabicyclo[2.2.1]heptan-2-yl)pyridin-3-yl)-5-(trifluoromethyl)-1,2,4-oxadiazole C12N(CC(NC1)C2)C2=CC=C(C=N2)C2=NOC(=N2)C(F)(F)F